Allyl (E)-3-bromo-4-(2-(1-methoxy-1-oxopropan-2-ylidene) hydrazinyl)benzoate BrC=1C=C(C(=O)OCC=C)C=CC1N/N=C(/C(=O)OC)\C